6-(2,4-dimethoxypyrimidin-5-yl)-8-pyrazol-1-yl-imidazo[1,2-b]pyridazine COC1=NC=C(C(=N1)OC)C=1C=C(C=2N(N1)C=CN2)N2N=CC=C2